2,6-diphenyl-thiopyran C1(=CC=CC=C1)C1SC(=CC=C1)C1=CC=CC=C1